N-(4-bromo-2,5-difluorophenyl)-5,5-difluoro-4,5,6,7-tetrahydro-1H-indole-3-sulfonamide BrC1=CC(=C(C=C1F)NS(=O)(=O)C1=CNC=2CCC(CC12)(F)F)F